NC=1C=CC(=C(C1)S(=O)(=O)NC(C)(C)C)C1=CN=C(S1)Br 5-amino-2-(bromothiazol-5-yl)-N-tert-butyl-benzenesulfonamide